C(C)(C)(C)[C@@H]1CC=2C=C3C(=NC2CC1)SC(=N3)C(=O)N[C@H](CC[NH+]3CCC(CC3)O)C3=CC(=CC=C3)N3C(OCC3)=O (7S)-7-tert-butyl-N-[(1R)-3-(4-hydroxypiperidin-1-ium-1-yl)-1-[3-(2-oxooxazolidin-3-yl)phenyl]propyl]-5,6,7,8-tetrahydrothiazolo[5,4-b]quinoline-2-carboxamide